(1S,2S)-N-(6-(((6-cyclopropyl-8-(2-oxopyrrolidin-1-yl)imidazo[1,2-a]pyridin-2-yl)methyl)amino)pyrimidin-4-yl)-2-(4-methylpyrimidin-2-yl)cyclopropane-1-carboxamide C1(CC1)C=1C=C(C=2N(C1)C=C(N2)CNC2=CC(=NC=N2)NC(=O)[C@@H]2[C@H](C2)C2=NC=CC(=N2)C)N2C(CCC2)=O